3,5-dimethoxy-2,6-dinitropyridine COC=1C(=NC(=C(C1)OC)[N+](=O)[O-])[N+](=O)[O-]